(2-methyl-5-nitro-1H-imidazol-1-yl)-2-morpholinopropanol CC=1N(C(=CN1)[N+](=O)[O-])C(C(C)N1CCOCC1)O